6-(2,2-difluoroethoxy)-1H-benzo[d][1,2,3]triazole-5-carboxylic acid FC(COC=1C(=CC2=C(NN=N2)C1)C(=O)O)F